ClC=1C(=NN(C(C1)=O)C1=C(C=CC=C1F)CC)C(=O)OC methyl 4-chloro-1-(2-ethyl-6-fluorophenyl)-6-oxo-1,6-dihydropyridazine-3-carboxylate